(S)-4-((1-(4-(2-cyclobutylpyridin-4-yl)-2,5-difluorophenyl)ethyl)amino)-2-ethyl-2,3-dihydro-1H-pyrrolo[3,4-c]pyridin-1-one C1(CCC1)C1=NC=CC(=C1)C1=CC(=C(C=C1F)[C@H](C)NC1=NC=CC2=C1CN(C2=O)CC)F